N1C=NC=2C1=CC=NC2 imidazo[4,5-d]Pyridine